methacrylic acid (hydroxypropyl) ester OCCCOC(C(=C)C)=O